1-(1,2,3,3a,4,5,6,6a-octahydropentalen-2-yl)-3-[[2-(difluoro-methoxy)pyridin-4-yl]methyl]urea C1C(CC2CCCC12)NC(=O)NCC1=CC(=NC=C1)OC(F)F